NC1=C(C(N(C2=CC=CC=C12)C1=CC=C(C=C1)OCC)=O)C(=O)OC methyl 4-amino-1-(4-ethoxyphenyl)-2-oxo-1,2-dihydroquinoline-3-carboxylate